2-({6-[(4,4-dimethylpiperidin-1-yl)methyl]imidazo[1,2-a]pyridin-2-yl}methyl)-5-(morpholin-4-yl)-1,2-dihydro-2,7-naphthyridin-1-one CC1(CCN(CC1)CC=1C=CC=2N(C1)C=C(N2)CN2C(C1=CN=CC(=C1C=C2)N2CCOCC2)=O)C